BrC1=C(C=C(C=C1)NC(C)=O)C N-(4-bromo-3-methyl-phenyl)acetamide